8-((3,5-difluoro-4-methoxybenzyl)thio)quinolone FC=1C=C(CSC=2C=CC=C3C=CC(NC23)=O)C=C(C1OC)F